heneicosyl fluoride C(CCCCCCCCCCCCCCCCCCCC)F